ethyl (6R)-2-((2R)-1-((1-(2-chloropyrimidin-5-yl)ethyl)amino)propan-2-yl)-5-(3,4-dichlorobenzoyl)-6-methyl-4,5,6,7-tetrahydro-2H-pyrazolo[4,3-c]pyridine-3-carboxylate ClC1=NC=C(C=N1)C(C)NC[C@@H](C)N1N=C2C(CN([C@@H](C2)C)C(C2=CC(=C(C=C2)Cl)Cl)=O)=C1C(=O)OCC